ClC1=C(C(=O)NC2=NC=CC(=C2)C2=CC(=NC=C2)N2CCC(CC2)O)C=CC=C1 2-chloro-N-(2'-(4-hydroxypiperidin-1-yl)-[4,4'-bipyridin]-2-yl)benzamide